The molecule is a cyclic tetrapyrrole anion obtained by the deprotonation of the four carboxy functions of Fe-coproporphyrin III. It has a role as a cofactor. It is a cyclic tetrapyrrole anion and a tetracarboxylic acid anion. It is a conjugate base of a Fe-coproporphyrin III. CC1=C(C2=CC3=NC(=CC4=C(C(=C([N-]4)C=C5C(=C(C(=N5)C=C1[N-]2)C)CCC(=O)[O-])CCC(=O)[O-])C)C(=C3C)CCC(=O)[O-])CCC(=O)[O-].[Fe]